C(C1=CC=CC=C1)N1CCC(CC1)(F)F 1-benzyl-4,4-difluoropiperidine